C(C)(=O)N1C2CN(C(C1)C2)C=2C=C1CCN(C(C1=CC2)=O)C[C@@H](CN2CC1=CC=CC=C1CC2)O 6-(5-Acetyl-2,5-diazabicyclo[2.2.1]heptan-2-yl)-2-[(2R)-3-(3,4-dihydro-1H-isochinolin-2-yl)-2-hydroxy-propyl]-3,4-dihydroisochinolin-1-on